6-(1-(3-hydroxyphenyl)ethyl)-N2-methyl-N4-((1S,2S)-2-methylcyclopropyl)pyridine-2,4-dicarboxamide OC=1C=C(C=CC1)C(C)C1=CC(=CC(=N1)C(=O)NC)C(=O)N[C@@H]1[C@H](C1)C